N-((2H-tetrazol-5-yl)methyl)-6-hexyl-N-methyl-4-phenylquinolin-2-amine N=1NN=NC1CN(C1=NC2=CC=C(C=C2C(=C1)C1=CC=CC=C1)CCCCCC)C